C=1(C(=CC=C2C=C3C=CC=CC3=CC12)S(=O)(=O)[O-])S(=O)(=O)OC.[NH4+] ammonium methyl anthracenedisulfonate